FC(OC1=C(C=CC=C1)C(C)N)(F)F 1-(2-(trifluoromethoxy)phenyl)ethan-1-amine